1-methyl-4-(2-bromoethyl)pyridine iodine salt [I].CN1CC=C(C=C1)CCBr